5-(4-chlorophenyl)-2-(4-((4,4-difluoro-1-methylcyclohexyl)methoxy)phenyl)-4-methyl-1H-imidazole ClC1=CC=C(C=C1)C1=C(N=C(N1)C1=CC=C(C=C1)OCC1(CCC(CC1)(F)F)C)C